FC1=CC=C2C(=NN=C(C2=C1)O)C1=C(C=C(C=C1)C)OC 7-Fluoro-4-(2-methoxy-4-methylphenyl)phthalazin-1-ol